N(=[N+]=[N-])CCOCCOCCOCCOCCC 1-azido-3,6,9,12-tetraoxapentadecane